C(C(O)C)(=O)O.N[C@@H](CCC(=O)NCC)C(=O)O L-theanine lactate